C1(CC=CCC1)C(=O)[O-] cyclohex-3-ene-1-carboxylate